C(C=C)(=O)O.C(C=C)(=O)O.C(C=C)(=O)O.C(CO)O ethylene glycol triacrylate